BrCCOC1=NOC(=C1)[C@H](C(=O)N1[C@@H](C[C@H](C1)O[Si](C)(C)C(C)(C)C)C(=O)OC)C(C)C methyl (2S,4R)-1-((R)-2-(3-(2-bromoethoxy)isoxazol-5-yl)-3-methylbutanoyl)-4-((tert-butyldimethylsilyl)oxy)pyrrolidine-2-carboxylate